(5-(3-methylpyrazolo[1,5-a]pyridin-7-yl)pyridin-2-yl)cyclopentane-1,3-diamine CC=1C=NN2C1C=CC=C2C=2C=CC(=NC2)C2(CC(CC2)N)N